Pyrroleamide N1C(=CC=C1)C(=O)N